Methyl-7-((2-methyl-1H-imidazol-1-yl)methyl)-5-(1-methyl-3-(trifluoromethyl)-1H-pyrazol-4-yl)-3,4-dihydro-1H-[2,4'-biisoquinolin]-1-one CC1N(C(C2=CC(=CC(=C2C1)C=1C(=NN(C1)C)C(F)(F)F)CN1C(=NC=C1)C)=O)C1=CN=CC2=CC=CC=C12